(R)-6-(4-chlorophenyl)-2-(1-methyl-1H-pyrazol-4-yl)-3-oxo-N-(1-(2-(trifluoromethyl)phenyl)ethyl)-2,3-dihydropyridazine-4-carboxamide ClC1=CC=C(C=C1)C=1C=C(C(N(N1)C=1C=NN(C1)C)=O)C(=O)N[C@H](C)C1=C(C=CC=C1)C(F)(F)F